CCN(C(=O)C1CC1)CCCCCC N-(2-ethyl)hexyl-1-cyclopropylcarboxamide